3-{[Benzyloxycarbonyl-(2-piperidin-1-yl-ethyl)-amino]-methyl}-pyrrolidine-1-carboxylic acid tert-butyl ester C(C)(C)(C)OC(=O)N1CC(CC1)CN(CCN1CCCCC1)C(=O)OCC1=CC=CC=C1